Disulfanediyldi(ethane-2,1-diyl-1,1-d2) bis(4-methylbenzenesulfonate) CC1=CC=C(C=C1)S(=O)(=O)OC(CSSCC([2H])([2H])OS(=O)(=O)C1=CC=C(C=C1)C)([2H])[2H]